BrCCOC1=CC(=C(C=C1)OC)OC 4-(2-bromoethoxy)-1,2-dimethoxybenzene